tert-Butyl 3-vinyl-7,8-dihydro-1,6-naphthyridine-6(5H)-carboxylate C(=C)C=1C=NC=2CCN(CC2C1)C(=O)OC(C)(C)C